N(=[N+]=[N-])[C@H]1CCC2=CC(=CC=C12)N1C(=NC=2C1=NC(=CC2)Br)C=2C(=NC=CC2)N (S)-3-(3-(1-azido-2,3-dihydro-1H-inden-5-yl)-5-bromo-3H-imidazo[4,5-b]pyridin-2-yl)pyridin-2-amine